(3ar,4r,6ar)-1-benzyl-4-methylhexahydropyrrolo[3,4-b]pyrrole-5(1H)-carboxylic acid tert-butyl ester C(C)(C)(C)OC(=O)N1C[C@@H]2N(CC[C@@H]2[C@H]1C)CC1=CC=CC=C1